13-(3,6-Dihydro-2H-pyran-4-yl)-4,19,21-trifluoro-14-methoxy-16,16-dioxo-9-oxa-16λ6-thia-17-azatetracyclo[16.3.1.111,15.02,7]tricosa-1(21),2,4,6,11(23),12,14,18(22),19-nonaen-10-one O1CCC(=CC1)C1=CC=2C(OCC3=CC=C(C=C3C3=C(C=C(C(NS(C(=C1OC)C2)(=O)=O)=C3)F)F)F)=O